bis[5-methyl-6-(2-methylphenyl)-4-Phenylpyrimidinat] Iridium (III) [Ir+3].CC=1C(=NC(=NC1C1=C(C=CC=C1)C)C(=O)[O-])C1=CC=CC=C1.CC=1C(=NC(=NC1C1=C(C=CC=C1)C)C(=O)[O-])C1=CC=CC=C1